CNC=1N=C(C(=NC1C=1C2=C(C=NC1)N(C=N2)C)C(=O)OC)NC2=CC(=CC=C2)N2CCN(CC2)C Methyl 5-(methylamino)-6-(3-methylimidazo[4,5-c]pyridin-7-yl)-3-[3-(4-methylpiperazin-1-yl)anilino]pyrazine-2-carboxylate